C(C1=CC(C(=O)OCC2CO2)=CC(C(=O)OCC2CO2)=C1)(=O)OCC1CO1 triglycidyl trimesate